COC1=C(C=C2C(=C1)C(=NC=N2)NC3=CC=C(C=C3)O)OC 4-(4'-hydroxyphenyl)-amino-6,7-dimethoxyquinazoline